ClC1=C2C(=NC=C1)C(=C(S2)OC)C(=O)O 7-chloro-2-methoxythieno[3,2-b]pyridine-3-carboxylic acid